CC(=O)SCCNC(=O)CCNC(=O)[C@@H](C(C)(C)COP(=O)(O)OP(=O)(O)OC[C@@H]1[C@H]([C@H]([C@@H](O1)N2C=NC3=C(N=CN=C32)N)O[C@H]4[C@@H]([C@@H]([C@H](O4)COP(=O)(O)O)O)O)O)O The molecule is an adenosine 5'-phosphate derivative that has the structure of acetyl-coenzyme A dephosphorylated at C-3' and with a 5''-phospho-D-ribosyl substituent at C-2'. It derives from an acetyl-CoA. It is a conjugate acid of an acetyl-2'-(5''-phosphoribosyl)-3'-dephospho-CoA(4-).